(2E,4Z)-5-(2,3-dihydro-1H-inden-5-yl)-4-methylpenta-2,4-dienal C1CCC2=CC(=CC=C12)\C=C(/C=C/C=O)\C